2-amino-4-fluorobenzo[d]thiazole-6-carboxylic acid methyl ester COC(=O)C1=CC2=C(N=C(S2)N)C(=C1)F